C(C)(C)(C)OC(=O)N1CC(C1)C(=O)C1=CN(C=2[N+](=NC=CC21)[O-])C2=C(C=C(C=C2)F)C(=O)OC 5-(1-(tert-Butoxycarbonyl)azetidine-3-carbonyl)-7-(4-fluoro-2-(methoxy-carbonyl)phenyl)-7H-pyrrolo[2,3-c]pyridazine 1-oxide